C(C)(CC)O[SiH](O[Si](C)(C)C)C 1-sec-butoxy-1,3,3,3-tetramethyldisiloxane